NC1=NC(=NC=C1CC1=C(C=C(C(=C1)OC)OC)C(C)C)NC(C)=O N-[4-Amino-5-(2-isopropyl-4,5-dimethoxy-benzyl)-pyrimidin-2-yl]-acetamide